1-(4-methoxybenzyl)-2-oxopiperidine COC1=CC=C(CN2C(CCCC2)=O)C=C1